C(C)(C)C1=C(NC2=CC=C(C=C12)N1CCN(CC1)C1CCN(CC1)C(C)C)C1=C2C(=NC=C1)NC=C2 4-(3-isopropyl-5-(4-(1-isopropylpiperidin-4-yl)piperazin-1-yl)-1H-indol-2-yl)-1H-pyrrolo[2,3-b]pyridine